1-((7-((1aR,7bS)-6-chloro-3-((S)-5-azaspiro[3.4]octan-7-yl)-1a,2,3,7b-tetrahydro-1H-cyclopropa[c]quinolin-4-yl)thieno[3,2-b]pyridin-2-yl)methyl)pyrrolidine-2,5-dione, hydrochloride Cl.ClC1=CC=2[C@@H]3[C@H](CN(C2C(=C1)C1=C2C(=NC=C1)C=C(S2)CN2C(CCC2=O)=O)[C@@H]2CNC1(CCC1)C2)C3